ClC=1C(=C(C(N(N1)C)=O)CC(=O)NC12COC(C1)(C2)C)CO 2-(6-chloro-5-(hydroxymethyl)-2-methyl-3-oxo-2,3-dihydropyridazin-4-yl)-N-(1-methyl-2-oxabicyclo[2.1.1]hexan-4-yl)acetamide